1-{5-[2-(2-Amino-pyridin-4-yl)-ethyl]-thiazol-2-yl}-3-(5-tert-butyl-2-methyl-2H-pyrazol-3-yl)-urea NC1=NC=CC(=C1)CCC1=CN=C(S1)NC(=O)NC=1N(N=C(C1)C(C)(C)C)C